3-xylylene diisocyanate C1(=CC(=CC=C1)CN=C=O)CN=C=O